C1OCC(C2=CC=CC=C12)=CC#N 2-(Isochroman-4-ylidene)acetonitrile